COC(CCCOP(=O)(OCC1=CC=CC=C1)OCC1=CC=CC=C1)=O 4-{[bis(phenylmethyloxy)phosphoryl]oxy}butanoic acid methyl ester